(3-acrylamidophenyl)boric acid C(C=C)(=O)NC=1C=C(C=CC1)OB(O)O